4,7-bis(7-(7-(4-(sec-butoxy)phenyl)benzo[c][1,2,5]thiadiazol-4-yl)-9,9-dihexyl-9H-fluoren-2-yl)benzo[c][1,2,5]thiadiazole C(C)(CC)OC1=CC=C(C=C1)C1=CC=C(C=2C1=NSN2)C2=CC=C1C=3C=CC(=CC3C(C1=C2)(CCCCCC)CCCCCC)C2=CC=C(C1=NSN=C12)C1=CC=2C(C3=CC(=CC=C3C2C=C1)C1=CC=C(C2=NSN=C21)C2=CC=C(C=C2)OC(C)CC)(CCCCCC)CCCCCC